C(#N)C1=CC(=C(C=N1)C(=O)O)C1=C(C=CC(=C1)C#N)OC 6-cyano-4-(5-cyano-2-methoxyphenyl)pyridine-3-carboxylic acid